ClC1=C(C=CC=C1)NC(=O)NC1CC1 N-((2-chlorophenyl)carbamoyl)-2-cyclopropylamine